2-azido-2-(4-bromophenyl)ethanol N(=[N+]=[N-])C(CO)C1=CC=C(C=C1)Br